5-(2-((S)-2-methylazetidin-1-yl)-6,7-dihydro-5H-cyclopenta[d]pyrimidin-4-yl)-2,3-dihydro-1H-indene-2-carboxamide C[C@@H]1N(CC1)C=1N=C(C2=C(N1)CCC2)C=2C=C1CC(CC1=CC2)C(=O)N